FC1=C(C=C(C=C1)OC(F)(F)F)C(C=O)C 2-[2-fluoro-5-(trifluoromethoxy)phenyl]propan-1-one